(Z)-2-((2-(aminomethyl)-3-fluoroallyl)oxy)-6-cyclopropyl-7,8-dihydro-1,6-naphthyridin-5(6H)-one trifluoroacetate salt FC(C(=O)O)(F)F.NC/C(/COC1=NC=2CCN(C(C2C=C1)=O)C1CC1)=C/F